C=1N(C=C2C=CC=CC12)C(=O)[O-] isoindole-2-carboxylate